2-((3-fluoropyridin-2-yl)methyl)-8-(3-methylimidazo[1,2-a]pyridin-6-yl)-7-(oxazol-2-yl)-[1,2,4]triazolo[1,5-c]pyrimidin-5-amine FC=1C(=NC=CC1)CC1=NN2C(=NC(=C(C2=N1)C=1C=CC=2N(C1)C(=CN2)C)C=2OC=CN2)N